2,4-difluoro-N-(5-fluoropyridin-2-yl)-5-(4-methylpyridin-3-yl)benzamide FC1=C(C(=O)NC2=NC=C(C=C2)F)C=C(C(=C1)F)C=1C=NC=CC1C